[Si](C)(C)(C(C)(C)C)OCCC(C(=O)O)(C)C 4-((tert-butyldimethylsilyl)oxy)-2,2-dimethylbutanoic acid